Methyl 3-(benzyloxy)-1-(but-3-en-2-yl (tert-butoxycarbonyl) amino)-4-oxo-5-((2,4,6-trifluorobenzyl) carbamoyl)-1,4-dihydropyridine-2-carboxylate C(C1=CC=CC=C1)OC1=C(N(C=C(C1=O)C(NCC1=C(C=C(C=C1F)F)F)=O)N(C(=O)OC(C)(C)C)C(C)C=C)C(=O)OC